N12CCN(C(CC1)C2)CC(=O)NC2=CC(=C(C=C2)C)NC2=NC=CC=C2C2=C1N=CN(C1=NC=N2)C2OCCCC2 2-(1,4-diazabicyclo[3.2.1]octan-4-yl)-N-(4-methyl-3-((3-(9-(tetrahydro-2H-pyran-2-yl)-9H-purin-6-yl)pyridin-2-yl)amino)phenyl)acetamide